ClC1=C(C(=CC=C1Cl)OCOCC[Si](C)(C)C)C1CC(N(C1)CCC(=O)N(C)O)=O 3-(4-(2,3-dichloro-6-((2-(trimethylsilyl)ethoxy)methoxy)phenyl)-2-oxopyrrolidin-1-yl)-N-hydroxy-N-methylpropionamide